1-(6-methyl-5-nitropyridin-3-yl)-3-(2-(1-methylpiperidin-4-yl)ethyl)urea CC1=C(C=C(C=N1)NC(=O)NCCC1CCN(CC1)C)[N+](=O)[O-]